FC1(CN(CC1)C1=NC=CC(=C1)OC1=CC(=C(C=C1)NC(OC(C)(C)C)=O)F)F tert-Butyl N-[4-[[2-(3,3-difluoropyrrolidin-1-yl)-4-pyridyl]oxy]-2-fluoro-phenyl]carbamate